ClC1=NC=C2N(C(N(C2=N1)[C@H]1[C@H](CN(CC1)C(=O)OC(C)(C)C)F)=O)C tert-butyl (3S,4R)-4-(2-chloro-7-methyl-8-oxo-7,8-dihydro-9H-purin-9-yl)-3-fluoropiperidine-1-carboxylate